(3S,4R)-4-aminotetrahydropyran-3-ol hydrogen chloride Cl.N[C@H]1[C@@H](COCC1)O